CC=1C=CC(=C(C1)C=1C(=C(C(=CC1O)CCCCC)S(=O)(=O)C1COC1)O)C(=C)C 5'-methyl-3-(oxetan-3-ylsulfonyl)-4-pentyl-2'-(prop-1-en-2-yl)-[1,1'-biphenyl]-2,6-diol